4-(((1R,4R)-4-(aminomethyl)cyclohexyl)methoxy)-5-methoxy-N-(4-morpholinophenyl)pyrimidin-2-amine NCC1CCC(CC1)COC1=NC(=NC=C1OC)NC1=CC=C(C=C1)N1CCOCC1